CN(C(=O)N(C)C)C 1,1,3,3-tetramethyl-urea